3-(4-Chlorophenoxymethyl)-2-(2-methyl-5-phenyl-1,3-thiazol-4-carbonyl)-2-azabicyclo[3.1.1]heptan ClC1=CC=C(OCC2N(C3CC(C2)C3)C(=O)C=3N=C(SC3C3=CC=CC=C3)C)C=C1